(R)-4-(5-(3-((tert-butyldimethylsilyl)oxy)piperidin-1-yl)-6-nitrothiazolo[4,5-b]pyridin-2-yl)morpholine [Si](C)(C)(C(C)(C)C)O[C@H]1CN(CCC1)C1=C(C=C2C(=N1)N=C(S2)N2CCOCC2)[N+](=O)[O-]